The molecule is a methoxybenzoic acid and a monohydroxybenzoic acid. It has a role as a mouse metabolite. It derives from a benzoic acid. It is a conjugate acid of a 3-hexaprenyl-4-hydroxy-5-methoxybenzoate. CC(=CCC/C(=C/CC/C(=C/CC/C(=C/CC/C(=C/CC/C(=C/CC1=C(C(=CC(=C1)C(=O)O)OC)O)/C)/C)/C)/C)/C)C